2-[2,5-dimethyl-4-[1-tetrahydropyran-2-yl-3-(2-triisopropylsilylethynyl)indazol-5-yl]pyrazol-3-yl]oxy-N-methyl-propan-1-amine CN1N=C(C(=C1OC(CNC)C)C=1C=C2C(=NN(C2=CC1)C1OCCCC1)C#C[Si](C(C)C)(C(C)C)C(C)C)C